2-cyclopropyl-N-(4-(methylsulfonyl)-1-phenylbut-3-en-2-yl)-4-phenoxypyrimidine-5-carboxamide C1(CC1)C1=NC=C(C(=N1)OC1=CC=CC=C1)C(=O)NC(CC1=CC=CC=C1)C=CS(=O)(=O)C